ethyl 2-[4-chloro-5-(1-ethoxyvinyl)-6-oxo-pyridazin-1-yl]acetate ClC=1C=NN(C(C1C(=C)OCC)=O)CC(=O)OCC